N[C@@H]1C2=CC=CC=C2CC12CCN(CC2)C=2C(=NC(=CN2)C#CCOC2=C(C(=CC=C2)Cl)F)CO (S)-(3-(1-amino-1,3-dihydrospiro[indene-2,4'-piperidine]-1'-yl)-6-(3-(3-chloro-2-fluorophenoxy)prop-1-yn-1-yl)pyrazin-2-yl)methanol